1,6-Dimethoxynaphthalene COC1=CC=CC2=CC(=CC=C12)OC